imidazo[1,2-a]Pyridin-2-ylmethylamine N=1C(=CN2C1C=CC=C2)CN